(1r,3R,5'S,7a'R)-5'-(4-fluorophenyl)-3-[(pyrrolo[2,1-f][1,2,4]triazin-4-yl)oxy]tetrahydro-3'H-spiro[cyclobutane-1,2'-pyrrolo[2,1-b][1,3]oxazol]-3'-one FC1=CC=C(C=C1)[C@@H]1CC[C@H]2OC3(C(N21)=O)CC(C3)OC3=NC=NN2C3=CC=C2